methyl 4-((5-cyclopentyl-1H-pyrazol-3-yl)amino)-6-methylnicotinate C1(CCCC1)C1=CC(=NN1)NC1=CC(=NC=C1C(=O)OC)C